ClN1[C@@H](C[C@@H](O)C1)C(=O)O N-chlorohydroxyproline